2-azido-1,3-dimethyl-1H-benzo[d]imidazole-3-ium N(=[N+]=[N-])C1=[N+](C2=C(N1C)C=CC=C2)C